tetrahydro-3,4-thiophenedithiol S1CC(C(C1)S)S